tris(hydroxymethyl)methylaminopropanesulfonic acid CNC(CC(CO)(CO)CO)S(=O)(=O)O